(1-methylbutane-1,1-diyl)dibenzene CC(CCC)(C1=CC=CC=C1)C1=CC=CC=C1